6,6-dimethyl-3-[3-methyl-N-(trifluoroacetyl)-L-valyl]-3-azabicyclo[3.1.0]Hexane-2-carboxamide CC1(C2CN(C(C12)C(=O)N)C([C@@H](NC(C(F)(F)F)=O)C(C)(C)C)=O)C